BrC1=CC(=C(C=C1C)CC(=O)O)F 2-(4-bromo-2-fluoro-5-methyl-phenyl)acetic acid